C(#N)C1=CC=C(C=C1)[C@H](CN[C@@H]([C@@H]1CNC2=C(O1)N=CC(=C2)C(=O)NCC)C2=CC=CC=C2)C (3S)-3-[(R)-[[(2R)-2-(4-cyanophenyl)propyl]amino]-phenyl-methyl]-N-ethyl-2,3-dihydro-1H-pyrido[2,3-b][1,4]oxazine-7-carboxamide